(R)-5-((3-acrylamidopiperidin-1-yl)methyl)-2-methoxy-N-(4-(4-morpholino-7H-pyrrolo[2,3-d]pyrimidin-6-yl)phenyl)benzamide C(C=C)(=O)N[C@H]1CN(CCC1)CC=1C=CC(=C(C(=O)NC2=CC=C(C=C2)C2=CC3=C(N=CN=C3N3CCOCC3)N2)C1)OC